FC(C1=NN=C(O1)C=1C=CC(=NC1)CN(S(=O)(=O)C1CCN(CC1)C(=O)OC(C)(C)C)C1=CC=CC=C1)F tert-butyl 4-(N-((5-(5-(difluoromethyl)-1,3,4-oxadiazol-2-yl)pyridin-2-yl)methyl)-N-phenylsulfamoyl)piperidine-1-carboxylate